FC=1C=C(C(=O)O)C=C(C1)C(CC)(C1CCOCC1)O 3-fluoro-5-[1-hydroxy-1-(oxan-4-yl)propyl]benzoic acid